NC1=CC=C(OC2=CC(=C(C=C2)N)CC(C)C)C=C1 4-(4-aminophenoxy)-2-isobutylbenzenamine